C1=C(C=CC2=CC(=CC=C12)COC1=C(C2=CC=CC=C2C=C1)C1=C(C=CC2=CC=CC=C12)OCCO)COC1=C(C2=CC=CC=C2C=C1)C1=C(C=CC2=CC=CC=C12)OCCO 2,2'-[Naphthalene-2,6-diylbis(methyleneoxy[1,1'-binaphthyl]-2',2-diyloxy)]di(ethan-1-ol)